[N-](S(=O)(=O)C(F)(F)C(F)(F)F)S(=O)(=O)C(F)(F)C(F)(F)F.C(C)[N+]1(CCCCC1)CCCCCC 1-ethyl-1-hexylpiperidinium bis(pentafluoroethanesulfonyl)imide salt